N-(2-cyclopropyl-4-iodo-5-methylphenyl)-N-{1-methyl-3-oxo-2H-pyrazolo[4,3-b]pyridin-5-yl}but-2-ynamide C1(CC1)C1=C(C=C(C(=C1)I)C)N(C(C#CC)=O)C1=CC=C2C(=N1)C(NN2C)=O